CC1(CCC=2C(=CC=C3C[C@H](COC23)C2=C(C=C(C=C2)CC)O)O1)C 2-[(3S)-8,8-Dimethyl-3,4,9,10-tetrahydro-2H-pyrano[2,3-h]chromen-3-yl]-5-ethylphenol